N-(6-((5-bromo-2-chloropyrimidin-4-yl)amino)benzo[d][1,3]dioxol-5-yl)-N-methylmethanesulfonamide BrC=1C(=NC(=NC1)Cl)NC=1C(=CC2=C(OCO2)C1)N(S(=O)(=O)C)C